NCC(=O)N[C@H]1CS(C2=C(N(C1=O)CC1=CC=C(C=C1)Cl)C=C(C(=C2)F)C=2OC(=NN2)C(C)(C)C)(=O)=O 2-amino-N-[(3R)-7-(5-tert-butyl-1,3,4-oxadiazol-2-yl)-5-[(4-chlorophenyl)methyl]-8-fluoro-1,1,4-trioxo-2,3-dihydro-1λ6,5-benzothiazepin-3-yl]acetamide